(Z)-N'-((2-amino-3-cyano-4-methyl-4,5,6,7-tetrahydrobenzo[b]thiophene-4-carbonyl)oxy)-6-methoxy-2-((S)-1-((S)-1-methylpyrrolidin-2-yl)ethoxy)pyrimidine-4-carboxamidine NC1=C(C2=C(S1)CCCC2(C(=O)O\N=C(/N)\C2=NC(=NC(=C2)OC)O[C@@H](C)[C@H]2N(CCC2)C)C)C#N